2-(cyclohexylmethyl)-N-(3-methylsulfonylphenyl)-4-(trifluoromethyl)pyrazole C1(CCCCC1)CN1N(C=C(C1)C(F)(F)F)C1=CC(=CC=C1)S(=O)(=O)C